(E)-N'-(5-bromo-4-methoxypyridin-2-yl)-N-hydroxyformimidamide BrC=1C(=CC(=NC1)/N=C/NO)OC